tert-butyl 4-((5-((4b-hydroxy-7-isopropyl-4-nitro-10-oxo-4b,10-dihydro-9bH-indeno[1,2-b]benzofuran-9b-yl)carbamoyl)-4-methyl-1H-pyrrol-2-yl)sulfonyl)piperazine-1-carboxylate OC12OC3=C(C1(C(C1=CC=CC(=C12)[N+](=O)[O-])=O)NC(=O)C1=C(C=C(N1)S(=O)(=O)N1CCN(CC1)C(=O)OC(C)(C)C)C)C=CC(=C3)C(C)C